N-(5-Chlorothiazol-2-yl)-2-(3,3-difluorocyclopentyl)-2-(4-(1-(methoxymethyl)-1H-tetrazol-5-yl)phenyl)acetamide ClC1=CN=C(S1)NC(C(C1=CC=C(C=C1)C1=NN=NN1COC)C1CC(CC1)(F)F)=O